tert-butyl 4-(4-((8-bromo-6-(2,6-dichlorophenyl)-5-oxo-5,6-dihydropyrido[4,3-d]pyrimidin-2-yl)amino)-1H-pyrazol-1-yl)piperidine-1-carboxylate BrC1=CN(C(C2=C1N=C(N=C2)NC=2C=NN(C2)C2CCN(CC2)C(=O)OC(C)(C)C)=O)C2=C(C=CC=C2Cl)Cl